C(C)(C)(C1=CC=C(N)C=C1)C1=CC=C(N)C=C1 4,4'-(isopropylidene)dianiline